OCCN1CCN(CC1)CCCS(=O)(=O)O 4-(2-Hydroxyethyl)-1-piperazine-propanesulfonic acid